COC=1C=C(C=CC1N)NC1=CC=CC=C1 3-methoxy-N1-phenylbenzene-1,4-diamine